ClC1=NC=C(C(=N1)N1CCC2(CC2)CC1)C(=O)NC1=NC(=NC(=C1)C)N1CCC(CC1)(F)F 2-Chloro-N-(2-(4,4-difluoropiperidin-1-yl)-6-Methylpyrimidin-4-yl)-4-(6-azaspiro[2.5]octan-6-yl)pyrimidine-5-carboxamide